2-(1-(4-bromophenyl)-3-(6-fluoropyridin-3-yl)-1H-pyrazol-4-yl)-5-methyl-3-(2-(2-oxoindolin-5-yl)ethyl)oxazolidin-4-one BrC1=CC=C(C=C1)N1N=C(C(=C1)C1OC(C(N1CCC=1C=C2CC(NC2=CC1)=O)=O)C)C=1C=NC(=CC1)F